NC1=CC(=C(OC=2C=CC(N(N2)C2=CC=CC=C2)=O)C(=C1)Cl)Cl 6-(4-Amino-2,6-dichlorophenoxy)-2-phenylpyridazin-3(2H)-one